7-(diethoxymethyl)-7H-pyrrolo[2,3-d]pyrimidine C(C)OC(N1C=CC2=C1N=CN=C2)OCC